N-[3-ethyl-4-(1,2,3,6-tetrahydro-pyridin-4-yl)-phenyl]-3-fluoro-4-(1,2,3,6-tetrahydro-pyridin-4-yl)-benzamide C(C)C=1C=C(C=CC1C=1CCNCC1)NC(C1=CC(=C(C=C1)C=1CCNCC1)F)=O